(1-(benzofuran-2-carbonyl)piperidin-4-yl)(pyridin-2-yl)methanone O1C(=CC2=C1C=CC=C2)C(=O)N2CCC(CC2)C(=O)C2=NC=CC=C2